methyl (2-bromo-4-fluorophenyl)carbamate BrC1=C(C=CC(=C1)F)NC(OC)=O